2-(3,4-dimethoxyphenyl)-5-nitro-3-(2H-tetrazol-5-yl)pyridine COC=1C=C(C=CC1OC)C1=NC=C(C=C1C=1N=NNN1)[N+](=O)[O-]